BrC1=C(C=C(C=C1)C=C1CN(C1)C(=O)OC(C)(C)C)C#N tert-butyl 3-[(4-bromo-3-cyano-phenyl)methylene]azetidine-1-carboxylate